2-((2-(methoxycarbonyl)-4-methylthiophen-3-yl)amino)-N,N-dimethyl-2-oxo-N-(2-oxo-2-((2-(trifluoromethyl)benzyl)amino)ethyl)ethan-1-aminium COC(=O)C=1SC=C(C1NC(C[N+](CC(NCC1=C(C=CC=C1)C(F)(F)F)=O)(C)C)=O)C